3-HYDROXY-2-(METHYLTHIO)BENZALDEHYDE OC=1C(=C(C=O)C=CC1)SC